BrC=1C=CC(=NC1)CNC(=O)C=1C=C(C=CC1)NC(OC(C)(C)C)=O tert-butyl (3-(((5-bromopyridin-2-yl)methyl)carbamoyl)phenyl)carbamate